C1=CC=C2C(=C1)C=CC=C2CNC(=O)C(=O)NCC3=CC=CC4=CC=CC=C43 N1,N2-bis(1-naphthalenylmethyl)ethanediamide